CC1=C(C=CC(=C1)C=1C=NC(=CC1)OC1CCN(CC1)C1CCNCC1)N1N=CC(=C1)C(=O)NCC1=NC(=NN1)C(C(F)(F)F)(C)C 1-[2-methyl-4-[6-[[1-(4-piperidyl)-4-piperidyl]oxy]-3-pyridyl]phenyl]-N-[[3-(2,2,2-trifluoro-1,1-dimethyl-ethyl)-1H-1,2,4-triazol-5-yl]methyl]pyrazole-4-carboxamide